C1(=CC=CC=C1)[C@H]1[C@@H](C1)NCC1CCN(CC1)CC1=CC=C(C(=O)O)C=C1 4-[[4-[[((1R,2S)-2-Phenylcyclopropyl)amino]-methyl]piperidin-1-yl]methyl]benzoic acid